(3,3-difluorocyclobutyl)-(1H-pyrazolo[3,4-b]pyridin-5-yl)methanol FC1(CC(C1)C(O)C=1C=C2C(=NC1)NN=C2)F